NC1=NN(C=C1S(=O)(=O)NC=1C=CC(=C2C(=CNC12)C#N)C)CC 3-amino-N-(3-cyano-4-methyl-1H-indol-7-yl)-1-ethyl-pyrazole-4-sulfonamide